6-hydroxy-2-(4-(4-methylpiperazine-1-carbonyl)phenyl)quinoline-5-carbaldehyde OC1=C(C=2C=CC(=NC2C=C1)C1=CC=C(C=C1)C(=O)N1CCN(CC1)C)C=O